The molecule is a 2,3-trans-enoyl CoA(4-) obtained by deprotonation of the phosphate and diphosphate OH groups of (2E,13Z)-docosadienoyl-CoA; major species at pH 7.3. It is a conjugate base of a (2E,13Z)-docosadienoyl-CoA. CCCCCCCC/C=C\\CCCCCCCCC/C=C/C(=O)SCCNC(=O)CCNC(=O)[C@@H](C(C)(C)COP(=O)([O-])OP(=O)([O-])OC[C@@H]1[C@H]([C@H]([C@@H](O1)N2C=NC3=C(N=CN=C32)N)O)OP(=O)([O-])[O-])O